C(C=C)(=O)N1C[C@H]2COC=3C4=C(N=CN=C4C=C(C3Cl)C3=C(C(=O)NC)C=CC=C3)N2CC1 2-[(8aS)-10-Acryloyl-6-chloro-8,8a,9,10,11,12-hexahydropyrazino[2',1':3,4][1,4]oxazepino[5,6,7-de]quinazolin-5-yl]-N-methylbenzamide